COCC1=NOC=C1C(=O)N[C@H](C(=O)NC1=CC=C(C=C1)C=1C(=[N+](C=CC1C)[O-])C)C1CCC(CC1)C(F)(F)F 3-(4-((S)-2-(3-(methoxymethyl)isoxazole-4-carboxamido)-2-((1r,4S)-4-(trifluoromethyl)cyclohexyl)acetamido)phenyl)-2,4-dimethylpyridine 1-oxide